C(CCCCCCCC)P(CCCCCCCCC)(CCCCCCCCC)=O trisnonyl-phosphine oxide